[Si](C1=CC=CC=C1)(C1=CC=CC=C1)(C(C)(C)C)OC1CC(C1)CN1C(C[C@@H](C1)C1=C(C(=CC=C1OCOCC[Si](C)(C)C)Cl)Cl)=O |r| rac-1-(((1s,3s)-3-((tert-butyldiphenylsilyl)oxy)cyclobutyl)methyl)-4-(2,3-dichloro-6-((2-(trimethylsilyl)ethoxy)methoxy)phenyl)pyrrolidin-2-one